[C@H]12OC[C@H](NC1)C2 (1R,4R)-2-oxa-5-azabicyclo[2.2.1]Heptan